C(CC)N(CCCCC(CCCCCC)(CCCCCC)O)CCC 7-(4-(dipropylamino)butyl)-7-hydroxytridecane